ethyl (1r,5s)-1-(naphthalen-2-yl)-3-azabicyclo[3.1.0]hexane-3-carboxylate C1=C(C=CC2=CC=CC=C12)[C@@]12CN(C[C@H]2C1)C(=O)OCC